diacetyl-succinimide succinate C(CCC(=O)O)(=O)O.C(C)(=O)C1C(C(=O)NC1=O)C(C)=O